C(C)C1CC2C3CC4=CC=CC=C4OC3C1C2 3-Ethyl-2,3,4,4a,9,9a-Hexahydro-1H-1,4-methanoxanthene